ClC1=C(C=CC=C1)S(=O)(=O)NC1=C(C=C(C=C1)C=1C=C2C=NC(=NC2=C(C1)CC)NC1CCC(CC1)NC)F 2-chloro-N-(4-(8-ethyl-2-(((1r,4r)-4-(methyl-amino)cyclohexyl)amino)quinazolin-6-yl)-2-fluorophenyl)benzenesulfonamide